C1(=CC=CC=C1)C1N(OCC1)C(=O)N 3-phenylisoxazolidine-2-carboxamide